C1=CC(=CC=C1COP(=O)(CCCC(=O)NCC(=O)O)O)[N+](=O)[O-] The molecule is an N-acylglycine whose structure comprises a glycine core carrying an N-(4-{hydroxy[(4-nitrobenzyl)oxy]phosphoryl}butanoyl) substituent. It is an organic phosphonate, a C-nitro compound and a N-acylglycine.